5-(2-((furan-3-ylmethyl)amino)pyridin-4-yl)-1H-indazol-3-amine O1C=C(C=C1)CNC1=NC=CC(=C1)C=1C=C2C(=NNC2=CC1)N